1-(2-acetamidothiazolo[5,4-d]pyrimidin-5-yl)-1-[2-(4-morpholinyl)ethyl]-3-(pyridin-3-yl)urea C(C)(=O)NC=1SC=2N=C(N=CC2N1)N(C(=O)NC=1C=NC=CC1)CCN1CCOCC1